NC=1N=C2C=C(C=NC2=CC1C)C(=O)O 6-amino-7-methyl-1,5-naphthyridine-3-carboxylic acid